2-(4-chloro-2-fluoro-5-((3-(2-tolyl)-1,2,4-oxadiazol-5-yl)methoxy)phenyl)-4,5,6,7-tetrahydro-1H-isoindole-1,3(2H)-dione ClC1=CC(=C(C=C1OCC1=NC(=NO1)C1=C(C=CC=C1)C)N1C(C=2CCCCC2C1=O)=O)F